(R)-2-((1-(3-cyano-2-(4-(2,2-difluoroethyl)piperazin-1-yl)-7-methyl-4-oxo-4H-pyrido[1,2-a]pyrimidin-9-yl)ethyl)amino)benzoic acid C(#N)C1=C(N=C2N(C1=O)C=C(C=C2[C@@H](C)NC2=C(C(=O)O)C=CC=C2)C)N2CCN(CC2)CC(F)F